ethyl 5-acetyl-1-methyl-1H-pyrazole-3-carboxylate C(C)(=O)C1=CC(=NN1C)C(=O)OCC